C(C)(C)N1N=C(C(=C1C)N1N=C2N=C(NC(C2=C1)=O)N1CCCC1)C 2-(1-isopropyl-3,5-dimethyl-1H-pyrazol-4-yl)-6-(pyrrolidin-1-yl)-2,5-dihydro-4H-pyrazolo[3,4-d]pyrimidin-4-one